The molecule is a linear pentasaccharide consisting of a beta-D-galactose residue, three L-glycero-alpha-D-manno-heptose residues and (at the reducing end) a 3-deoxy-alpha-D-manno-oct-2-ulopyranosonic acid (Kdo) residue linked sequentially (1->2), (1->2), (1->3) and (1->5); the structure is that of the pentasaccharide epitope from Haemophilus influenzae MAHI 4. It has a role as an epitope. C1[C@H]([C@H]([C@H](O[C@]1(C(=O)O)O)[C@@H](CO)O)O[C@@H]2[C@H]([C@H]([C@@H]([C@H](O2)[C@H](CO)O)O)O[C@@H]3[C@H]([C@H]([C@@H]([C@H](O3)[C@H](CO)O)O)O)O[C@@H]4[C@H]([C@H]([C@@H]([C@H](O4)[C@H](CO)O)O)O)O[C@H]5[C@@H]([C@H]([C@H]([C@H](O5)CO)O)O)O)O)O